COC(CC(=O)C=1SC=C(C1)C1=CN(C2=CC(=CC=C12)F)C(=O)OC(C)(C)C)=O.FC1=C(C=C(C(=O)NC2CCC(CC2)NC2=CC(=NC3=CC=CC=C23)C(F)(F)F)C=C1)C 4-fluoro-3-methyl-N-[(1s,4s)-4-{[2-(trifluoromethyl)quinolin-4-yl]amino}cyclohexyl]benzamide methyl-3-(4-(1-Boc-6-fluoro-1H-indol-3-yl)thiophen-2-yl)-3-oxopropanoate